acrylic, amide imide C(C=C)(N)=N